N1(CCC1)C1=CC(=NC=C1)C=1C=C2C=NN(C(C2=CC1)=O)C1=NC=CC=C1 6-(4-(azetidin-1-yl)pyridin-2-yl)-2-(pyridin-2-yl)phthalazin-1(2H)-one